N-[(3S,4S)-1-(2-Amino-1-methyl-2-oxo-ethyl)-3-methyl-4-piperidyl]-6-[3-(5-fluoro-2-methoxy-4-methylsulfonyl-anilino)prop-1-ynyl]-1-(2,2,2-trifluoroethyl)benzimidazole-4-carboxamide NC(C(C)N1C[C@@H]([C@H](CC1)NC(=O)C1=CC(=CC=2N(C=NC21)CC(F)(F)F)C#CCNC2=C(C=C(C(=C2)F)S(=O)(=O)C)OC)C)=O